BrC=1C=C(C=2N(C1)C=C(N2)C2=CC=C(C=C2)S(=O)(=O)C)C 6-bromo-8-methyl-2-(4-(methylsulfonyl)phenyl)imidazo[1,2-a]pyridine